N-(2-carboxyethyl)-N-(carboxymethyl)-3-hydroxy-aspartic acid C(=O)(O)CCN([C@@H](C(C(=O)O)O)C(=O)O)CC(=O)O